FC1(CCC(CC1)[C@@H](C(NC1=NC=CC(=C1)CN1C(N[C@@H](C1)C(F)(F)F)=O)=O)NC(=O)C1=CC=NN1C)F N-((S)-1-(4,4-Difluorocyclohexyl)-2-oxo-2-((4-(((S)-2-oxo-4-(trifluoromethyl)imidazolidin-1-yl)methyl)pyridin-2-yl)amino)ethyl)-1-methyl-1H-pyrazole-5-carboxamide